6-amino-5-(4-(2-(tert-butoxy)-2-oxoethyl)piperazin-1-yl)pyridazin-3-carboxylic acid NC1=C(C=C(N=N1)C(=O)O)N1CCN(CC1)CC(=O)OC(C)(C)C